2-methylazetidin-3-ol tert-butyl-(S)-8-((6-((5-(difluoromethoxy)-1H-pyrazol-3-yl)amino)pyrazin-2-yl)oxy)-5-azaspiro[2.5]octane-5-carboxylate C(C)(C)(C)[C@@H]1CC12CN(CCC2OC2=NC(=CN=C2)NC2=NNC(=C2)OC(F)F)C(=O)OC2C(NC2)C